COC1=CC=C(C=C1)C([C@H](C)NC(CNC(=O)C1=NC=CC(=C1OC(C(C)C)=O)OC)=O)C1=CC=C(C=C1)OC.COC(CC(C(=O)N)CCC1=NC=C(C=C1)[N+](=O)[O-])OC (2,2-dimethoxyethyl)-4-(5-nitropyridine-2-yl)butanamide (S)-2-((2-((1,1-bis(4-methoxyphenyl)propan-2-yl)amino)-2-oxoethyl)carbamoyl)-4-methoxypyridin-3-yl-isobutyrate